C1(CC(C(CC1)C(C)C)C(O)C(O)CO)C menthyl-glycerol